5-cyclopropyl-3-(trifluoromethyl)-5a,6,8,9-tetrahydropyrido[3',2':4,5]imidazo[1,2-a]pyrazin C1(CC1)N1C2=C(N3C1CNCC3)N=CC(=C2)C(F)(F)F